FC=1C=C(C=CC1N1C(CCC1)C)C=1N=C(SC1C)N 4-(3-fluoro-4-(2-methylpyrrolidine-1-yl)phenyl)-5-methylthiazole-2-amine